C(C)OCC1(CN(CC1)CC=1C=NC=CC1)CCC1=CSC=C1C 3-((3-(ethoxymethyl)-3-(2-(4-methylthiophen-3-yl)ethyl)pyrrolidin-1-yl)methyl)pyridine